O=C1N(CCC(N1)=O)C=1C=C(C=CC1)N1CCC(CC1)CN1CCN(CC1)C1=CC=CC=N1 6-(4-((1-(3-(2,4-dioxotetrahydropyrimidin-1(2H)-yl)phenyl)piperidin-4-yl)methyl)piperazin-1-yl)pyridin